N-(3''-fluoro-4''-(((2-hydroxy-2-methylpropyl)amino)methyl)-5''-methoxy-2,2'-dimethyl-[1,1':3',1''-terphenyl]-3-yl)-1-methyl-6-oxo-1,6-dihydropyrimidine-5-carboxamide FC=1C=C(C=C(C1CNCC(C)(C)O)OC)C=1C(=C(C=CC1)C1=C(C(=CC=C1)NC(=O)C1=CN=CN(C1=O)C)C)C